(S)-N-(5-(2-amino-[1,2,4]triazolo[1,5-a]pyridin-7-yl)-2-methylphenyl)-3-(3,5-difluorophenyl)isoxazolidine-2-carboxamide NC1=NN2C(C=C(C=C2)C=2C=CC(=C(C2)NC(=O)N2OCC[C@H]2C2=CC(=CC(=C2)F)F)C)=N1